1-methyl-5-(3-methylpyridin-2-yl)-1H-pyrrole-3-carboxylic acid CN1C=C(C=C1C1=NC=CC=C1C)C(=O)O